FC=1N=NC(=CC1)I 3-fluoro-6-iodo-pyridazine